ClC=1C(=C(C(=CC1Cl)Cl)OC(C(=O)OC1=C(C(=C(C=C1Cl)Cl)Cl)C(=O)OCC1CC1)=O)C(=O)OCC1CC1 bis{3,4,6-trichloro-2-[(cyclopropylmethoxy)carbonyl] phenyl}-Oxalat